ClCCNS(=O)(=O)C1=CC=C(C=C1)C1=C(C=CC=C1)COC N-(2-chloroethyl)-2'-(methoxymethyl)-[1,1'-biphenyl]-4-sulfonamide